NC1=CC=C(C(=C1O)Br)F 6-amino-2-bromo-3-fluoro-phenol